N-(2-cyano-3-((3,4-dihydro-2H-pyrimido[1,2-c]quinazolin-10-yl)oxy)-4-fluorophenyl)propane-1-sulfonamide C(#N)C1=C(C=CC(=C1OC1=CC=2C=3N(C=NC2C=C1)CCCN3)F)NS(=O)(=O)CCC